5-[4-chloro-6-(morpholin-4-yl)pyridin-2-yl]-1,3-oxazol-2-ol ClC1=CC(=NC(=C1)N1CCOCC1)C1=CN=C(O1)O